(S)-1-(5H-Imidazo[5,1-a]isoindol-5-yl)cyclobutan-1-ol C=1N=CN2C1C1=CC=CC=C1[C@H]2C2(CCC2)O